4-(((8-(3-methoxyphenyl)-2-methyl-3-oxo-3,4-dihydroquinoxalin-6-yl)methyl)piperazin-1-yl)-N-methylpyridineamide COC=1C=C(C=CC1)C=1C=C(C=C2NC(C(=NC12)C)=O)CC1N(CCNC1)C1=CC(=NC=C1)C(=O)NC